ON1C(NC2=C(C1=O)C=CC(=N2)C2=CC=CC=C2)=O 3-hydroxy-7-phenylpyrido[2,3-d]pyrimidine-2,4(1H,3H)-dione